diethylene glycol bis(2-ethyl hexanoate) C(C)C(C(=O)OCCOCCOC(C(CCCC)CC)=O)CCCC